4-hydroxy-N,N-diisopropyltryptamine hemi-glutarate C(CCCC(=O)O)(=O)O.OC=1C=CC=C2NC=C(CCN(C(C)C)C(C)C)C12.OC=1C=CC=C2NC=C(CCN(C(C)C)C(C)C)C12